C(CCC)C1CCCCO1 6-Butyl-tetrahydro-pyran